(4-benzoylphenyl)(2',6-dimethoxy[1,1'-biphenyl]-3-yl)(4-methylphenyl)sulfonium trifluoromethanesulfonate FC(S(=O)(=O)[O-])(F)F.C(C1=CC=CC=C1)(=O)C1=CC=C(C=C1)[S+](C1=CC=C(C=C1)C)C=1C=C(C(=CC1)OC)C1=C(C=CC=C1)OC